4-[[3-[1-(3-methyl-2-nitro-imidazol-4-yl)ethoxy]-7-morpholino-1,6-naphthyridin-5-yl]oxy]cyclohexanamine CN1C(=NC=C1C(C)OC=1C=NC2=CC(=NC(=C2C1)OC1CCC(CC1)N)N1CCOCC1)[N+](=O)[O-]